COC(=O)C=1C(=NC(=C(C1)Br)C)N 2-amino-5-bromo-6-methylpyridine-3-carboxylic acid methyl ester